FC1=C(C(=CC=C1)F)C=1C=C2C(=NC1)C(CN2)(C)C 6-(2,6-difluorophenyl)-3,3-dimethyl-1H-pyrrolo[3,2-b]pyridine